(R)-4-((3S,8S,9S,10R,13R,14S,17R)-3-hydroxy-10,13-dimethyl-2,3,4,7,8,9,10,11,12,13,14,15,16,17-tetradecahydro-1H-cyclopenta[a]phenanthren-17-yl)-1-(1,4-oxazepan-4-yl)pentan-1-one O[C@H]1CC[C@@]2([C@H]3CC[C@@]4([C@H](CC[C@H]4[C@@H]3CC=C2C1)[C@@H](CCC(=O)N1CCOCCC1)C)C)C